1-((2-chlorophenyl)methyl)-8-nitro-2,3-dihydro-1H-imidazo[1,2-a]pyridin-4-ium ClC1=C(C=CC=C1)CN1CC[N+]2=C1C(=CC=C2)[N+](=O)[O-]